OCC=[N+]=CCO di-(2-hydroxyethyl-1-yl)ammonium